ClC1=NC(=CC(=C1)C(C1=CC=C(C=N1)C(=O)O)(F)F)N1CCN(CC1)S(=O)(=O)C1=CC=C(C=C1)N1C(C[C@H](C1)C)=O 6-[[2-chloro-6-[4-[4-[(4R)-4-methyl-2-oxo-pyrrolidin-1-yl]phenyl]sulfonylpiperazin-1-yl]-4-pyridinyl]-difluoro-methyl]pyridine-3-carboxylic acid